1-(4-benzoimidazol-1-yl-phenyl)-3-(5-tert-butyl-2H-pyrazol-3-yl)-urea N1(C=NC2=C1C=CC=C2)C2=CC=C(C=C2)NC(=O)NC=2NN=C(C2)C(C)(C)C